methyl 2-amino-6-(4-tert-butylphenyl)-4-methyl-pyridine-3-carboxylate NC1=NC(=CC(=C1C(=O)OC)C)C1=CC=C(C=C1)C(C)(C)C